CC=1C=CC=2C3=C(C4=C(OCC=C4C(=O)O)C2C1)C(C1=CC(=CC=C13)C)(CCC)CCC(=O)O 6,11-dimethyl-13-(2-hydroxycarbonylethyl)carboxy-13-propyl-3H,13H-indeno[2',3':3,4]naphtho[1,2-b]pyran